OCCNC1=C(C=C(C=C1)N(CCO)CCO)[N+](=O)[O-] 1-(2-hydroxyethyl)amino-2-nitro-4-[di-(2-hydroxyethyl)amino]benzene